[Si](C)(C)(C(C)(C)C)OC1(COCC1)CO (3-((tert-butyldimethylsilyl)oxy)tetrahydrofuran-3-yl)methanol